ClC1=NC(=C(C(=N1)C(=O)OCC)F)Cl ethyl 2,6-dichloro-5-fluoropyrimidine-4-carboxylate